NC1=C(C=C(C=C1)C=1C=CC(N(C1)C)=O)F 5-(4-amino-3-fluorophenyl)-1-methylpyridin-2-one